NC1=C(C(=C2C(=N1)OC1=CC(=CC(=C1C2SC2=CC=C(C=C2)OC)OC)OC)N)C#N 2,4-diamino-6,8-dimethoxy-5-((4-methoxyphenyl)thio)-5H-chromeno[2,3-b]pyridine-3-carbonitrile